BrC=1C(=NN(C1)CC(=O)O)C 2-(4-bromo-3-methylpyrazol-1-yl)acetic acid